FC1=C(C(=CC=C1C1=CC(=NN1)CCC(C)C)O)N1CC(NS1(=O)=O)=O 5-(2-fluoro-6-hydroxy-3-(3-isopentyl-1H-pyrazol-5-yl)phenyl)-1,2,5-thiadiazolidin-3-one 1,1-dioxide